Cl.NC1=C(C#N)C=CC=C1C1CCNCC1 2-amino-3-(piperidin-4-yl)benzonitrile HCl